C(C=C)OC(C=1C(C(=O)OCC=C)=C(C(C(=O)OCC=C)=C(C1CC=C)CC=C)CC=C)=O triallyltrimellitic acid triallyl ester